tert-butyl (4-methyl-3-(2-(1-(tetrahydrofuran-3-yl)-1H-pyrazol-4-yl)-1-((2-(trimethylsilyl)ethoxy)methyl)-1H-pyrrolo[2,3-b]pyridine-5-carboxamido)phenyl)carbamate CC1=C(C=C(C=C1)NC(OC(C)(C)C)=O)NC(=O)C=1C=C2C(=NC1)N(C(=C2)C=2C=NN(C2)C2COCC2)COCC[Si](C)(C)C